N1=CN=C2NC=NC2=C1C=1C(=NC=CC1)NC=1C=C(C=CC1C)NC(C[C@@H]1C[C@@H](OCC1)C(F)(F)F)=O N-(3-((3-(9H-purin-6-yl)pyridin-2-yl)amino)-4-methylphenyl)-2-((2R,4S)-2-(trifluoromethyl)tetrahydro-2H-pyran-4-yl)acetamide